BrC=1C=NC=CC1CN 1-(3-bromopyridin-4-yl)methanamine